N'-(4-(3-((2,4-dimethylbenzyl)oxy)oxetan-3-yl)-5-fluoro-2-methylphenyl)-N-ethyl-N-methylformimidamide CC1=C(COC2(COC2)C2=CC(=C(C=C2F)N=CN(C)CC)C)C=CC(=C1)C